C(C)(C)(C)[S@](=O)N[C@H](CC1CC(C1)NC(OC(C)(C)C)=O)C=C tert-Butyl ((1S,3r)-3-((R)-2-(((S)-tert-butylsulfinyl)amino)but-3-en-1-yl)cyclobutyl)carbamate